COC(=O)C=1C(=CC=CC1)C1=CC=CC(=C1)OC 5'-methoxy-[1,1'-biphenyl]-2-carboxylic acid methyl ester